3-(2-Aminopyrimidin-4-yl)-1-({3,4-difluoro-2-[(2-fluoro-4-iodophenyl)amino]phenyl}carbonyl)azetidin-3-ol NC1=NC=CC(=N1)C1(CN(C1)C(=O)C1=C(C(=C(C=C1)F)F)NC1=C(C=C(C=C1)I)F)O